C1=C(C=CC2=CC=C(C=C12)OC1=CC=C(C=C1)N1C(C=CC1=O)=O)OC1=CC=C(C=C1)N1C(C=CC1=O)=O N,N'-[naphthalene-2,7-diylbis(oxy)bis(4,1-phenylene)]bismaleimide